ClC1=NC(=C2C(=N1)N(N=C2)[C@H]2[C@@H]([C@@H]([C@H](OC2)CO)O)O)NC2CCCC2 (2R,3S,4S,5R)-5-(6-chloro-4-(cyclopentylamino)-1H-pyrazolo[3,4-d]pyrimidin-1-yl)-2-(hydroxymethyl)tetrahydro-2H-pyran-3,4-diol